4-amino-2'-[(2R)-2-methyl-3-{[(5R)-5-methyl-5,6,7,8-tetrahydroquinolin-4-yl]oxy}propyl]-2',3'-dihydrospiro[cyclohexane-1,1'-indene]-4-carboxylic acid NC1(CCC2(C(CC3=CC=CC=C23)C[C@H](COC2=CC=NC=3CCC[C@H](C23)C)C)CC1)C(=O)O